C(C)(C)(C)OC(=O)N1C=C(C2=CC(=CC=C12)Br)C(C(=O)OC)C 5-bromo-3-(1-methoxy-1-oxopropan-2-yl)-1H-indole-1-carboxylic acid tert-butyl ester